O.[B].[Na] sodium-boron water